N[C@@H]1CN(CC1)C(=O)C1=CN(CCS1)C1=C2C(=NC=C1)NC=C2C (S)-(3-aminopyrrolidin-1-yl)(4-(3-methyl-1H-pyrrolo[2,3-b]pyridin-4-yl)-3,4-dihydro-2H-1,4-thiazin-6-yl)methanone